BrC=1C=C(C(=NC1)OC)[S@](=O)C1=CC=CC=C1 |r| Rac-5-bromo-2-methoxy-3-(phenylsulfinyl)pyridine